Methyl 4-{2-[(4-{[6-(5-Chloro-2-Fluorophenyl)-3-Methylpyridazin-4-Yl]Amino}Pyridin-2-Yl)Carbamoyl]Ethyl}-1-(Propan-2-Yl)Piperazin-2-Carboxylat ClC=1C=CC(=C(C1)C1=CC(=C(N=N1)C)NC1=CC(=NC=C1)NC(=O)CCN1CC(N(CC1)C(C)C)C(=O)OC)F